5-Amino-3-[6-[2-[[3-(4-chloro-2-fluoro-phenyl)isoxazol-5-yl]amino]-2-oxo-ethyl]-3-pyridyl]-1-isopropyl-pyrazole-4-carboxamide NC1=C(C(=NN1C(C)C)C=1C=NC(=CC1)CC(=O)NC1=CC(=NO1)C1=C(C=C(C=C1)Cl)F)C(=O)N